triphenylmethylTriethylammonium tetrakis(pentafluorophenyl)borate FC1=C(C(=C(C(=C1[B-](C1=C(C(=C(C(=C1F)F)F)F)F)(C1=C(C(=C(C(=C1F)F)F)F)F)C1=C(C(=C(C(=C1F)F)F)F)F)F)F)F)F.C1(=CC=CC=C1)C(C1=CC=CC=C1)(C1=CC=CC=C1)[N+](CC)(CC)CC